C(C)C=1N=C(SC1)CN1C2CN(CC1C2)C2=CC=C(C=N2)C=2C=1N(C=C(C2)OCC(C)(C)O)N=CC1C#N 4-(6-(6-((4-Ethylthiazol-2-yl)methyl)-3,6-diazabicyclo[3.1.1]hept-3-yl)pyridin-3-yl)-6-(2-hydroxy-2-methylpropyloxy)pyrazolo[1,5-a]pyridine-3-carbonitrile